FC1=C(C(=C(C=C1OC)OC)F)N1C(N(C2=C(C1)C=NC(=C2)C=2C(=NN(C2)C)C)C2=CC=C1C=NNC1=C2)=O 3-(2,6-difluoro-3,5-dimethoxyphenyl)-7-(1,3-dimethyl-1H-pyrazol-4-yl)-1-(1H-indazol-6-yl)-3,4-dihydropyrido[4,3-d]pyrimidin-2(1H)-one